[Si].[Al].[Si] silicon-aluminum compound with silicon